(S)-1-((3aR,5R,6S,6aS)-6-Fluoro-2,2-dimethyltetrahydrofuro[2,3-d][1,3]dioxol-5-yl)propan-1-ol F[C@H]1[C@H](O[C@@H]2OC(O[C@@H]21)(C)C)[C@H](CC)O